[Re].[Bi] bismuth rhenium